3-(methylsulfonyl)-8-(1H-pyrrolo[2,3-b]pyridin-4-yl)-[1,2,4]triazolo[4,3-a]pyrazin CS(=O)(=O)C1=NN=C2N1C=CN=C2C2=C1C(=NC=C2)NC=C1